N-[4-(trifluoromethyl)phenyl]isoquinolin-1-amine FC(C1=CC=C(C=C1)NC1=NC=CC2=CC=CC=C12)(F)F